C(C1=CC=CC=C1)OC=1C=CC(=NC1Cl)[C@@H](CN1C[C@H]2[C@@](C1)([C@@H]([C@@H](C2)OC2=CC=CC=C2)O)O)O (3aR,4R,5R,6aS)-2-((R)-2-(5-(benzyloxy)-6-chloropyridin-2-yl)-2-hydroxyethyl)-5-phenoxyhexahydrocyclopenta[c]pyrrole-3a,4(1H)-diol